(S)-ethyl 2-(2-((7-(3-(1-amino-2-hydroxyethyl)-2-fluorophenyl)benzofuran-5-yl)methoxy)phenyl)acetate N[C@H](CO)C=1C(=C(C=CC1)C1=CC(=CC=2C=COC21)COC2=C(C=CC=C2)CC(=O)OCC)F